ClC1=NC=2CCCC(C2C=C1)=O 2-chloro-7,8-dihydro-6H-quinolin-5-one